FC1=CC=C(C=C1)C(N1C[C@@H](N(C[C@H]1C)C=1C2=C(N(C(N1)=O)C)N(C=C2F)C[C@H]2OCCC2)C)C2=CC=C(C=C2)F 4-((2S,5R)-4-(bis(4-fluorophenyl)methyl)-2,5-dimethylpiperazin-1-yl)-5-fluoro-1-methyl-7-(((S)-tetrahydrofuran-2-yl)methyl)-1,7-dihydro-2H-pyrrolo[2,3-d]pyrimidin-2-one